2-(benzylthio)-5-fluoro-4-(trifluoromethyl)pyridine 1H-imidazole-1-carbodithioate N1(C=NC=C1)C(=S)S.C(C1=CC=CC=C1)SC1=NC=C(C(=C1)C(F)(F)F)F